FC(O[C@H]1CC[C@H](CC1)NC1=NN2C(C=N1)=C(C=C2)C2=CC=C1C(=N2)N(C(=N1)C)CCOC)F N-(cis-4-(difluoromethoxy)cyclohexyl)-5-(3-(2-methoxyethyl)-2-methyl-3H-imidazo[4,5-b]pyridin-5-yl)pyrrolo[2,1-f][1,2,4]triazin-2-amine